FC=1C=C(C=C(C1F)OC[2H])CC(=O)O 2-(3,4-difluoro-5-(methoxy-d)phenyl)acetic acid